ClC=1C=C(C=C(C1F)Cl)C1(CC(=NO1)N1CC2=C(C1)C=C(S2)C(=O)NCC2COC2)C(F)(F)F 5-(5-(3,5-dichloro-4-fluorophenyl)-5-(trifluoromethyl)-4,5-dihydroisoxazol-3-yl)-N-(oxetan-3-ylmethyl)-5,6-dihydro-4H-thieno[2,3-c]pyrrole-2-carboxamide